FC=1C=C(C=CC1F)C1=CC(=CC=C1)C(=O)N1CC(CCC1)C=1C=C(OC(C(=O)NS(=O)(=O)C2=CC3=CC=CC=C3C=C2)(C)C)C=CC1 2-(3-(1-(3',4'-difluoro-[1,1'-biphenyl]-3-carbonyl)piperidin-3-yl)phenoxy)-2-methyl-N-(naphthalen-2-ylsulfonyl)propanamide